(2S,4R)-tert-butyl 4-hydroxy-2-(trifluoromethyl)piperidine-1-carboxylate O[C@H]1C[C@H](N(CC1)C(=O)OC(C)(C)C)C(F)(F)F